2-Amino-N-[4-fluoro-2-methyl-5-[[5-(morpholin-4-ylmethyl)pyridin-2-yl]carbamoyl]phenyl]-1,3-thiazole-5-carboxamide NC=1SC(=CN1)C(=O)NC1=C(C=C(C(=C1)C(NC1=NC=C(C=C1)CN1CCOCC1)=O)F)C